1-(benzyloxy)-2-nitro-4-(1-(trifluoromethyl)cyclopropyl)benzene C(C1=CC=CC=C1)OC1=C(C=C(C=C1)C1(CC1)C(F)(F)F)[N+](=O)[O-]